NC[C@@H](C)C=1C=C(C=CC1)NC=1C(=NC(=C(N1)CC)CC)C(=O)N (S)-3-((3-(1-aminopropan-2-yl)phenyl)amino)-5,6-diethylpyrazine-2-carboxamide